BrC1=CC=C(C=C1)C1=CC=C(C=C1)C=1C2=CC=CC=C2C(=C2C=CC(=CC12)C(C)(C)C)C1=CC=C(C=C1)C1=CC=C(C=C1)Br 9,10-bis(4'-bromobiphenyl-4-yl)-2-tert-butylanthracene